(R)-2-chloro-N-(1-(3-methoxyphenyl)ethyl)benzenepropanamine ClC1=C(C=CC=C1)CCCN[C@H](C)C1=CC(=CC=C1)OC